(3R,5R)-tertbutyl 4-acetyl-3-(2-chloro-6-(4,4,5,5-tetramethyl-1,3,2-dioxaborolan-2-yl)pyridin-4-yl)-5-methylpiperazine-1-carboxylate C(C)(=O)N1[C@@H](CN(C[C@H]1C)C(=O)OC(C)(C)C)C1=CC(=NC(=C1)B1OC(C(O1)(C)C)(C)C)Cl